N[C@@H](C(=O)O)C1=CC=C(C=C1)F (R)-2-amino-2-(4-fluorophenyl)acetic acid